methyl ((S)-2-(benzyloxy) eicosyl) hydrogen phosphate P(=O)(OC)(OC[C@H](CCCCCCCCCCCCCCCCCC)OCC1=CC=CC=C1)O